tert-butyl 3-amino-3-(hydroxymethyl)pyrrolidine-1-carboxylate NC1(CN(CC1)C(=O)OC(C)(C)C)CO